5-[1-hydroxy-2-(4-methoxyphenylamino)ethyl]-1,3,4-oxadiazole-2(3H)-thione OC(CNC1=CC=C(C=C1)OC)C1=NNC(O1)=S